6-(6-(((1S,3S)-3-((4-methylquinazolin-2-yl)amino)cyclopentyl)amino)pyridin-3-yl)-5,6-dihydro-7H-pyrrolo[3,4-b]pyridin-7-one CC1=NC(=NC2=CC=CC=C12)N[C@@H]1C[C@H](CC1)NC1=CC=C(C=N1)N1C(C2=NC=CC=C2C1)=O